CC1C(CN(CC1)CC1=CC=CC=C1)O 4-methyl-1-(phenylmethyl)-3-piperidinol